COC(C1=C(C=C(C=C1)C(NC=1C(=NC(=CC1)N1C(=NC=2C1=NC(=CC2)C2=CC=CC=C2)C=2C(=NC=CC2)N)C)=O)C)=O.NC2=C(C=C(C=C2)C(Cl)(C2=CC(=C(C=C2)N)C)C2=CC(=C(C=C2)N)C)C tris(4-amino-3-methylphenyl)chlorocarbon methyl-4-((6-(2-(2-aminopyridin-3-yl)-5-phenyl-3H-imidazo[4,5-b]pyridin-3-yl)-2-methylpyridin-3-yl)carbamoyl)-2-methylbenzoate